BrCC1=CC=C(C=C1)C=1C(=CC=CC1)C(=O)[O-] 4'-bromomethylbiphenyl-2-carboxylate